(cis)-1-methylcyclohexane-1,4-diol CC1(CCC(CC1)O)O